FC(CN1N=NC2=C1C=C(C=C2)C=2C(=CN1N=C(N=C(C12)OC)N[C@H]1C[C@H](C1)OCCO)F)F 2-(cis-3-((5-(1-(2,2-difluoroethyl)-1H-benzo[d][1,2,3]triazol-6-yl)-6-fluoro-4-methoxypyrrolo[2,1-f][1,2,4]triazin-2-yl)amino)cyclobutoxy)ethan-1-ol